C(C)(C)N1C(N(CC1)C1=CC=C(C(=O)OCC)C=C1)=O ETHYL 4-(3-ISOPROPYL-2-OXOIMIDAZOLIDIN-1-YL)BENZOATE